COCCOC(=C(OCCOC)OCCOC)[SiH3] tris(β-methoxyethoxy)vinylsilane